benzyl (3S)-4-[2-(4-tert-butoxycarbonylpiperazin-1-yl)ethyl]-3-methyl-piperazine-1-carboxylate C(C)(C)(C)OC(=O)N1CCN(CC1)CCN1[C@H](CN(CC1)C(=O)OCC1=CC=CC=C1)C